CN(S(=O)(=O)N([C@@H]1[C@@H](N([C@@H](C1)C)C(=O)OC(C)(C)C)COC1CCC(CC1)C1=CC(=CC=C1)OS(=O)(=O)C(F)(F)F)CC1=CC=C(C=C1)OC)C tert-butyl (2R,3S,5R)-3-((N,N-dimethylsulfamoyl)(4-methoxybenzyl)amino)-5-methyl-2-(((4-(3-(((trifluoromethyl)sulfonyl)oxy)phenyl)cyclohexyl)oxy)methyl)pyrrolidine-1-carboxylate